C(C)(C)(C)OC(=O)NCC1=CC(=C(C(=C1)C)NC(=O)C1=CC2=C(OCCC3=C2SC=C3)C=C1C=1C(=NC(=CC1)C(N[C@@H]1C[C@H](C1)O)=O)C(=O)OC)C methyl 3-(9-((4-(((tert-butoxycarbonyl)amino)methyl)-2,6-dimethylphenyl)carbamoyl)-4,5-dihydrobenzo[b]thieno[2,3-d]oxepin-8-yl)-6-(((trans)-3-hydroxycyclobutyl)carbamoyl)picolinate